OC1=CC=C(C=C1)C (4-hydroxyphenyl)methane